perfluoro(2-methyl-3-heptanone) FC(C(C(C(C(C(C(F)(F)F)(F)F)(F)F)(F)F)=O)(C(F)(F)F)F)(F)F